tert-butyl (1-(4-((2-(2,6-dioxopiperidin-3-yl)-1,3-dioxoisoindolin-4-yl)amino)butanoyl)piperidin-4-yl)carbamate O=C1NC(CCC1N1C(C2=CC=CC(=C2C1=O)NCCCC(=O)N1CCC(CC1)NC(OC(C)(C)C)=O)=O)=O